N1(N=CC=C1)C1=CC=C(C=C1)C1CN(C1)[C@@H]1[C@@H](CCCC1)OC=1C=C2CN(C(C2=CC1)=O)C1C(NC(CC1)=O)=O 3-(5-(((1R,2S)-2-(3-(4-(1H-pyrazol-1-yl)phenyl)azetidin-1-yl)cyclohexyl)oxy)-1-oxoisoindolin-2-yl)piperidine-2,6-dione